OC(=O)C(F)(F)F.N1=CC(=CC=2CNCCC12)NC(C=C)=O N-(5,6,7,8-Tetrahydro-1,6-naphthyridin-3-yl)acrylamide TFA salt